7-(dimethoxymethyl)-4-(2-(morpholin-4-yl)-2-oxoethoxy)-1,2,3,4-tetrahydro-2,4-methylene-1,8-naphthyridine COC(C1=CC=C2C3(CC(NC2=N1)C3)OCC(=O)N3CCOCC3)OC